Bromo-3-(1,3-dioxolan-2-yl)pyridine BrC1=NC=CC=C1C1OCCO1